COC1=CC=C2CCC=3C(=NOC3C2=C1OC)NS(=O)(=O)C1=C(C=CC=C1OC)OC N-(8,9-dimethoxy-4,5-dihydronaphtho[2,1-d]isoxazol-3-yl)-2,6-dimethoxybenzenesulfonamide